(3-(4-aminophenoxy)cyclopentyl)methanol NC1=CC=C(OC2CC(CC2)CO)C=C1